FC1(C(NC(N=C1)=O)=O)B1OC(C)(C)C(C)(C)O1 5-fluorouracilboronic acid pinacol ester